[C@H]12[C@@H](C[C@H](CC1)C2)NC(CN2C(C(=CC=C2)NC([C@H](CCC(C(=O)NC)=O)NC(=O)C2=C(N=C(S2)C(F)(F)F)C)=O)=O)=O (S)-N1-(1-(2-((1S,2R,4R)-Bicyclo[2.2.1]heptan-2-ylamino)-2-oxoethyl)-2-oxo-1,2-dihydropyridin-3-yl)-N6-methyl-2-(4-methyl-2-(trifluoromethyl)thiazol-5-carboxamido)-5-oxohexandiamid